ClC=1N=NC(=CC1N1CCCCC1)Cl 3,6-dichloro-4-(piperidin-1-yl)pyridazine